(1R,5S,6R,7S)-7-amino-N-(4-fluoro-3-(trifluoromethyl)phenyl)bicyclo[3.2.0]heptane-6-carboxamide hydrochloride Cl.N[C@@H]1[C@@H]([C@H]2CCC[C@@H]12)C(=O)NC1=CC(=C(C=C1)F)C(F)(F)F